CN(CCCC(=O)NC=1C=CC=C2C(=CC=NC12)C(=O)OC)C methyl 8-(4-(dimethylamino)butanamido)quinoline-4-carboxylate